tert-butyl 4-(3-chloro-4-(dimethylcarbamoyl)phenyl)piperidine-1-carboxylate ClC=1C=C(C=CC1C(N(C)C)=O)C1CCN(CC1)C(=O)OC(C)(C)C